2,6-dibenzyl-oxy-3-(3-bromophenyl)pyridine C(C1=CC=CC=C1)OC1=NC(=CC=C1C1=CC(=CC=C1)Br)OCC1=CC=CC=C1